C(=O)C=1C=C(C=C(C1)C)B(O)O 3-FORMYL-5-METHYLPHENYLBORONIC ACID